bis(benzoyl)-(1-phenylethen-1-yl)-phosphine oxide C(C1=CC=CC=C1)(=O)P(C(=C)C1=CC=CC=C1)(C(C1=CC=CC=C1)=O)=O